(R)-1-(3-(4-Amino-7-(1H-pyrazol-3-yl)-1H-imidazo[4,5-c]quinolin-2-yl)pyrrolidin-1-yl)-2-methylpropan-1-one NC1=NC=2C=C(C=CC2C2=C1N=C(N2)[C@H]2CN(CC2)C(C(C)C)=O)C2=NNC=C2